2-(9-oxo-2-(trifluoromethyl)-9H-pyrido[4',3':3,4]cyclopenta[1,2-d]pyrimidin-6-yl)benzonitrile O=C1C2=C(C3=C1N=C(N=C3)C(F)(F)F)C=C(N=C2)C2=C(C#N)C=CC=C2